ClC1=CC=C(C=C1)CC1=NSC(=N1)OC1=CC(=C(C=C1C)N=CN(C)CC)C N'-[4-[[3-[(4-chlorophenyl)methyl]-1,2,4-thiadiazol-5-yl]oxy]-2,5-dimethylphenyl]-N-ethyl-N-methyl-methanimidamide